Cl.CON O-methyl-hydroxyamine hydrochloride